tert-butyl [(1R)-1-(5-methyl-1,3,4-thiadiazol-2-yl)ethyl]carbamate CC1=NN=C(S1)[C@@H](C)NC(OC(C)(C)C)=O